CC1=CC=C(CNCCN)C=C1 N-(4-Methylbenzyl)-1,2-ethandiamin